(4-(5-(8-(4,4-difluoropiperidin-1-yl)-1,7-naphthyridin-6-yl)-1,3,4-oxadiazol-2-yl)-3-(6-azaspiro[2.5]oct-6-yl)phenyl)-2-hydroxyethanesulfonamide FC1(CCN(CC1)C=1N=C(C=C2C=CC=NC12)C1=NN=C(O1)C1=C(C=C(C=C1)C(CO)S(=O)(=O)N)N1CCC2(CC2)CC1)F